CC1=C(OCC(=O)OC)C=CC(=C1)OC\C=C(\C1=CC=C(C=C1)C(F)(F)F)/C1=CC=C(C=C1)C#CCN1N=CC=C1 methyl (E)-[2-methyl-4-[3-[4-[3-(pyrazol-1-yl)prop-1-ynyl]phenyl]-3-(4-trifluoromethylphenyl)allyloxy]-phenoxy]acetate